bis(2,2,6,6-tetramethyl-4-piperidyl)decandioate CC1(NC(CC(C1)OC(CCCCCCCCC(=O)OC1CC(NC(C1)(C)C)(C)C)=O)(C)C)C